N-(5-(3-(9H-purin-6-yl)pyridin-2-ylamino)-2-fluorophenyl)-4-fluoro-3-methylbenzamide N1=CN=C2NC=NC2=C1C=1C(=NC=CC1)NC=1C=CC(=C(C1)NC(C1=CC(=C(C=C1)F)C)=O)F